N-(1-(4-(3,4-dichloro-2-oxopyridin-1(2H)-yl)phenyl)-5-(trifluoromethyl)-1H-pyrazol-4-yl)propionamide ClC=1C(N(C=CC1Cl)C1=CC=C(C=C1)N1N=CC(=C1C(F)(F)F)NC(CC)=O)=O